C1(CC1)C1=CC=C(C(=O)NCCC2=CC(=NO2)C(=O)NO)C=C1 5-(2-(4-cyclopropylbenzamido)ethyl)-N-hydroxyisoxazole-3-carboxamide